OC1=C(C=CC(=C1)C(F)(F)F)C1=C(N=C(N=N1)NC(CNC)=O)C N-(6-(2-hydroxy-4-(trifluoromethyl)phenyl)-5-methyl-1,2,4-triazine-3-yl)-2-(methylamino)acetamide